1'-((7-cyclopropyl-6-carbonyl-5,6-dihydro-1,5-naphthyridin-3-yl)methyl)-N-methyl-1',2',3',6'-tetrahydro-[3,4'-bipyridine]-6-carboxamide C1(CC1)C=1C(NC=2C=C(C=NC2C1)CN1CCC(=CC1)C=1C=NC(=CC1)C(=O)NC)=C=O